N-(2-pyridinylmethyl)-N'-[2-[(2-furanylmethyl)amino]ethyl]-N'-(5,6,7,8-tetrahydro-8-quinolinyl)-1,4-benzenedimethanamine N1=C(C=CC=C1)CNCC1=CC=C(C=C1)CN(C1CCCC=2C=CC=NC12)CCNCC=1OC=CC1